C(C)S(=O)(=O)NC1CC[C@H](OC1)CN1CCC2(CN(C2)C2=NC=NC=C2OC2=C(C(=O)O)C=C(C=C2)F)CC1 2-((4-(7-(((2S,55R)-5-(Ethylsulfonamido)tetrahydro-2H-pyran-2-yl)methyl)-2,7-diazaspiro[3.5]nonan-2-yl)pyrimidin-5-yl)oxy)-5-fluorobenzoic acid